5-(2-((4-Methoxybenzyl)amino)pyrimidin-5-yl)-1H-benzo[d]imidazol-2(3H)-one COC1=CC=C(CNC2=NC=C(C=N2)C2=CC3=C(NC(N3)=O)C=C2)C=C1